6-nitro-2H-benzo[e][1,3]thiazin-4(3H)-one [N+](=O)([O-])C=1C=CC2=C(C(NCS2)=O)C1